C(=O)(C=C)C=C(C(=O)O)[N+](=O)[O-].C(C)(=O)C=1C=C(C=CC1)C1=CN=C2N1N=C(C=C2)C=2C=C(C(=O)NCCO)C=CC2 3-[3-(3-acetylphenyl)imidazo[1,2-b]pyridazin-6-yl]-N-(2-hydroxyethyl)benzamide acrylnitrylacrylat